C(C)OC1=C(C=CC(=N1)[C@@H](CS(=O)(=O)C)N1C(C=2C(C1=O)=CSC2NC(CN2CCCCC2)=O)=O)OC (S)-N-(5-(1-(6-ethoxy-5-methoxypyridin-2-yl)-2-(methylsulfonyl)ethyl)-4,6-dioxo-5,6-dihydro-4H-thieno[3,4-c]pyrrol-1-yl)-2-(piperidin-1-yl)acetamide